oxybis(ethane-2,1-diyl) bis(2-oxo-2-phenylacetate) O=C(C(=O)OCCOCCOC(C(C1=CC=CC=C1)=O)=O)C1=CC=CC=C1